[Br-].OC(CC)[NH3+] 1-hydroxypropylammonium bromide